ethyl(4-(1-(6-((3S,4S)-4-amino-3-methyl-2-oxa-8-azaspiro[4.5]decan-8-yl)-4-oxo-4,5-dihydro-1H-pyrazolo[3,4-d]pyrimidin-3-yl)cyclopropyl)phenyl)carbamate C(C)OC(NC1=CC=C(C=C1)C1(CC1)C1=NNC=2N=C(NC(C21)=O)N2CCC1([C@@H]([C@@H](OC1)C)N)CC2)=O